3-(acetamido)-6-aminoacridine C(C)(=O)NC=1C=CC2=CC3=CC=C(C=C3N=C2C1)N